C(C)(C)(C)C=1C=C(C=C)C=C(C1)C(C)(C)C 3,5-di-tert-butylstyrene